2-(cyclohexylamino)ethyl (S)-6-diazo-2-((S)-2-methoxypropanamido)-5-oxohexanoate [N+](=[N-])=CC(CC[C@@H](C(=O)OCCNC1CCCCC1)NC([C@H](C)OC)=O)=O